5-(2-{2-[(E)-2-phenylethenesulfonamido]phenyl}ethynyl)pyridine-2-carboxylic acid C1(=CC=CC=C1)/C=C/S(=O)(=O)NC1=C(C=CC=C1)C#CC=1C=CC(=NC1)C(=O)O